(S)-1-(4-fluorophenyl)-3,4-dihydroisoquinoline-2(1H)-carboxylic acid 2-((S)-quinuclidin-3-yl)ethyl-formate Benzyl-(2-hydroxyethyl)(methyl)carbamate C(C1=CC=CC=C1)OC(N(C)CCO)=O.N12C[C@H](C(CC1)CC2)CCOC=O.FC2=CC=C(C=C2)[C@@H]2N(CCC1=CC=CC=C21)C(=O)O